3-[(4-chlorophenyl)methylamino]-5-morpholinopyridine-2-carbonitrile ClC1=CC=C(C=C1)CNC=1C(=NC=C(C1)N1CCOCC1)C#N